C(C)(=O)C1CCN(CC1)C1=CC=C(C=C1)SC1=CC2=C(NC(=N2)NC(OC)=O)C=C1 methyl (5-((4-(4-acetylpiperidin-1-yl)phenyl)thio)-1H-benzo[d]imidazol-2-yl)carbamate